7-azaspiro[4.5]Decan-2-one C1C(CCC12CNCCC2)=O